(2-cyclopropyl-6-(1-methyl-5-(((methyl ((S)-2-methylbutyl) carbamoyl) oxy) methyl)-1H-1,2,3-triazol-4-yl) pyridin-3-yloxy) cyclohexane-1-carboxylate C1(CCCCC1)C(=O)OOC=1C(=NC(=CC1)C=1N=NN(C1COC(N(C[C@H](CC)C)C)=O)C)C1CC1